N6-((3S,4R,5R)-3,4,5,6-tetrahydroxy-2-oxohexyl)-L-lysine O[C@H](C(CNCCCC[C@H](N)C(=O)O)=O)[C@@H]([C@@H](CO)O)O